6-(5-formyl-isoxazol-3-yl)-4-methoxypyridine-3-carbonitrile C(=O)C1=CC(=NO1)C1=CC(=C(C=N1)C#N)OC